2-azaspiro[4.5]deca-6,9-diene-1-carboxamid C1(NCCC12C=CCC=C2)C(=O)N